C1(CC1)C(CNC(=O)C=1C=C2C=C(C(=NC2=C(C1)OC)F)C)(O)C1=NC(=C(C(=C1)C(C)(C)O)F)C1=CC(=C(C=C1)F)F (-)-N-{2-cyclopropyl-2-[6-(3,4-difluorophenyl)-5-fluoro-4-(2-hydroxypropan-2-yl)pyridin-2-yl]-2-hydroxyethyl}-2-fluoro-8-methoxy-3-methylquinoline-6-carboxamide